(2,6-Dioxopiperidin-3-yl)-5-((6-(4-(quinoxalin-2-yl)-1H-pyrazol-1-yl)hexyl)amino)isoindoline-1,3-dione O=C1NC(CCC1N1C(C2=CC=C(C=C2C1=O)NCCCCCCN1N=CC(=C1)C1=NC2=CC=CC=C2N=C1)=O)=O